BrC=1C(=NC=CC1)OC1=CC=C(C=C1)S(F)(F)(F)(F)F [4-[(3-bromo-2-pyridyl)oxy]phenyl]-pentafluoro-λ6-sulfane